CC(C[O-])C.[Na+] sodium 2-methyl-propanolate